3,3-dimethyl-7-{[(3S)-3-methylpiperidin-1-yl]methyl}-N-{3-[(1r,3s)-3-methyl-1-(4-methyl-1,2,4-triazol-3-yl)cyclobutyl]phenyl}-1H,2H-pyrrolo[3,2-b]pyridine-5-carboxamide CC1(CNC=2C1=NC(=CC2CN2C[C@H](CCC2)C)C(=O)NC2=CC(=CC=C2)C2(CC(C2)C)C2=NN=CN2C)C